[Si](C)(C)(C(C)(C)C)OC(C1=C(C=C(C=N1)N)Cl)C1CC1 6-(((tert-butyldimethylsilyl)oxy)(cyclopropyl)methyl)-5-chloropyridin-3-amine